[C@H]12CN(C[C@H](CC1)N2)C=2C1=C(N=C(N2)OC[C@]23CCCN3C[C@@H](C2)F)C=C(N=C1C#C)C1=CC=CC2=CC=C(C(=C12)C#C)F 4-(4-((1R,5S)-3,8-diazabicyclo[3.2.1]oct-3-yl)-5-ethynyl-2-(((2R,7aS)-2-Fluorotetrahydro-1H-pyrrolizin-7a(5H)-yl)methoxy)pyrido[4,3-d]pyrimidin-7-yl)-5-ethynyl-6-fluoronaphthalene